2-(2-((5-cyclopropyl-3-(3,5-dichloropyridin-4-yl)isoxazol-4-yl)methylene)-7-azaspiro[3.5]non-7-yl)-4-(trifluoromethoxy)benzo[d]thiazole-6-carboxylic acid C1(CC1)C1=C(C(=NO1)C1=C(C=NC=C1Cl)Cl)C=C1CC2(C1)CCN(CC2)C=2SC1=C(N2)C(=CC(=C1)C(=O)O)OC(F)(F)F